1-(5-((2',3'-dichloro-3,6-dihydro-[4,4'-bipyridyl]-1(2H)-yl)methyl)-1-oxoisoindolin-2-yl)dihydropyrimidine-2,4(1H,3H)-dione ClC1=NC=CC(=C1Cl)C=1CCN(CC1)CC=1C=C2CN(C(C2=CC1)=O)N1C(NC(CC1)=O)=O